C(C(=O)[O-])(=O)[O-].[Zr+4].C(C(=O)[O-])(=O)[O-] zirconium oxalate salt